3-amino-2,2-dimethylpropan NCC(C)(C)C